ClC=1C=C(C=CC1)C(CO)(F)F 2-(3-chlorophenyl)-2,2-difluoroethanol